4-((5-(Imidazo[1,2-a]pyrimidin-6-yl)-4-methoxypyrrolo[2,1-f][1,2,4]triazin-2-yl)amino)-1-methylcyclohexan-1-ol N=1C=CN2C1N=CC(=C2)C=2C=CN1N=C(N=C(C12)OC)NC1CCC(CC1)(O)C